exo-3-tert-butyloxycarbonyl-4-oxo-3-azabicyclo[3.1.0]Hexane-6-carboxylic acid C(C)(C)(C)OC(=O)N1CC2C(C2C1=O)C(=O)O